C(CC=C)C1(CN(C1)C(=O)OC)C(=O)[O-] methyl 3-but-3-enylazetidine-1,3-dicarboxylate